C(#N)C(CCC(=O)O)(C)SSCC1=CC=CC=C1 4-cyano-4-((benzylthio)thio)pentanoic acid